tricaprylyl trimellitate C(C=1C(C(=O)OC(CCCCCCC)=O)=CC(C(=O)OC(CCCCCCC)=O)=CC1)(=O)OC(CCCCCCC)=O